1'-(tert-Butyloxycarbonyl)-7-methoxy-2H-spiro[benzofuran-3,4'-piperidine]-6-carboxylic acid C(C)(C)(C)OC(=O)N1CCC2(CC1)COC1=C2C=CC(=C1OC)C(=O)O